FC=1C=C(C=C(C1)C)CC#N 2-(3-fluoro-5-methylphenyl)acetonitrile